P(=O)(O[C@@H]1[C@H](OC2=CC(=CC(=C2C1=O)O)O)C1=CC(=C(C(=C1)O)O)O)(OCCCN1CCCC1)O (2R,3R)-5,7-dihydroxy-4-oxo-2-(3,4,5-trihydroxyphenyl)chroman-3-yl (3-(pyrrolidin-1-yl)propyl) hydrogen phosphate